N-(3-(diethylamino)propyl)-3-((4-bromofluorophenylthio)amino)quinoxaline-2-carboxamide dipentyl-2,4-dioxoglutarate C(CCCC)OC(C(CC(C(=O)OCCCCC)=O)=O)=O.C(C)N(CCCNC(=O)C1=NC2=CC=CC=C2N=C1NSC1=C(C=C(C=C1)Br)F)CC